O1CCN(CC1)CCN1N=C(C=C1C(NC(CC)CC)=O)C=1C=C(C=CC1)C=1OC(=CN1)C(=O)O 2-(3-(1-(2-morpholinoethyl)-5-(pentan-3-ylcarbamoyl)-1H-pyrazol-3-yl)phenyl)oxazole-5-carboxylic acid